C(C1=CC=CC=C1)C1(CCN(CC1)CC1=CC=C(C=C1)C1=NOC(=N1)C1=CC(=C(C=C1)C1=CC=CC=C1)Cl)C(=O)O 4-Benzyl-1-{4-[5-(2-chloro-biphenyl-4-yl)-[1,2,4]-oxadiazol-3-yl]-benzyl}-piperidine-4-carboxylic acid